4-Methoxy-N-((S)-4-methyl-1-(2-((methylsulfonyl)carbonyl)-2-(((S)-2-oxopyrrolidin-3-yl)methyl)hydrazineyl)-1-oxopentan-2-yl)-1H-indole-2-carboxamide COC1=C2C=C(NC2=CC=C1)C(=O)N[C@H](C(=O)NN(C[C@H]1C(NCC1)=O)C(=O)S(=O)(=O)C)CC(C)C